COC=1C=C(C=CC1OC)C(CCCN(CCC=1C=C(C(=O)OC)C=CC1)C)(C(C)C)C(=O)OC Methyl 3-(2-((4-(3,4-dimethoxyphenyl)-4-(methoxycarbonyl)-5-methylhexyl)(methyl)amino)ethyl)benzoate